Cl.CN1N=CC(=C1)C1=CC=2N(C(=N1)O[C@H]1CNCC1)C=CN2 7-(1-methylpyrazol-4-yl)-5-[(3R)-pyrrolidin-3-yl]oxy-imidazo[1,2-c]pyrimidine hydrochloride